1-methyl-1H-imidazole-2-thiol CN1C(=NC=C1)S